NC=1C2=C(N=CN1)N(C=C2C2=CC=C1C=CNC1=C2)CC(=O)N2[C@@H](C[C@H](C2)F)C(=O)NCC2=C(C(=CC=C2)Cl)F (2S,4R)-1-(2-(4-amino-5-(1H-indol-6-yl)-7H-pyrrolo[2,3-d]pyrimidin-7-yl)acetyl)-N-(3-chloro-2-fluorobenzyl)-4-fluoropyrrolidine-2-carboxamide